O1CCN(CC1)CCC1=CC=C(C=C1)CO [4-(2-morpholinoethyl)phenyl]methanol